α-Picolinic acid N1=C(C=CC=C1)C(=O)O